N-[1-[1-(2,6-dioxo-3-piperidinyl)indol-4-yl]azetidin-3-yl]-N-methyl-carbamic acid tert-butyl ester C(C)(C)(C)OC(N(C)C1CN(C1)C1=C2C=CN(C2=CC=C1)C1C(NC(CC1)=O)=O)=O